C1=CC=CC=2NC3=C(CCC21)C=CC=C3 10,11-dihydro-5H-dibenzo[b,f]azepine